N-[(2-tert-butoxypyridin-4-yl)methyl]-1-(3,5-dichlorophenyl)-3-methyl-5-oxopyrrolidine-3-carboxamide C(C)(C)(C)OC1=NC=CC(=C1)CNC(=O)C1(CN(C(C1)=O)C1=CC(=CC(=C1)Cl)Cl)C